2,4,6-triiodobenzene-1,3-dicarboxamide IC1=C(C(=CC(=C1C(=O)N)I)I)C(=O)N